N-(5-(7'-Fluoro-3'-methyl-2'-oxo-2',3'-dihydrospiro[cyclopropane-1,1'-pyrrolo[2,3-c]quinolin]-8'-yl)-2-(3-(piperidin-1-yl)propoxy)pyridin-3-yl)benzenesulfonamide hydrochloride Cl.FC=1C(=CC=2C3=C(C=NC2C1)N(C(C31CC1)=O)C)C=1C=C(C(=NC1)OCCCN1CCCCC1)NS(=O)(=O)C1=CC=CC=C1